(2S,4S)-6-chloro-4-hydroxy-N-(3-{3-[cis-3-(trifluoromethoxy)cyclobutyl]-1,2,4-oxadiazol-5-yl}bicyclo[1.1.1]pentan-1-yl)-3,4-dihydro-2H-1-benzopyran-2-carboxamide ClC=1C=CC2=C([C@H](C[C@H](O2)C(=O)NC23CC(C2)(C3)C3=NC(=NO3)[C@@H]3C[C@@H](C3)OC(F)(F)F)O)C1